4,4,7,7-tetramethyl-4,6,7,8-tetrahydro-2H-chromen-2,5(3H)-dione CC1(CC(OC=2CC(CC(C12)=O)(C)C)=O)C